CN(C1=CC(=C(C=C1)OCC(F)(F)F)N)C N,N-dimethyl-4-(2,2,2-trifluoroethoxy)benzene-1,3-diamine